COC1=C(C=CC(=C1)N1CCC(CC1)N1CCN(CC1)C)C1(N=C(C2=C(N1)SC=C2C)NC2(CC2)C)N 2-(2-methoxy-4-(4-(4-methylpiperazin-1-yl)piperidin-1-yl)phenyl)-5-methyl-N4-(1-methylcyclopropyl)Thieno[2,3-d]pyrimidine-2,4-diamine